P(O)(=O)(OP(=O)(O)OP(=O)(O)O)OC[C@@H]1[C@H]([C@H]([C@@H](O1)N1C(=O)N=C(N)C(=C1)CC=CN)O)O 5-aminoallyl-cytidine triphosphate